N-methyl-N-(2-(5-(piperazin-1-ylsulfonyl)-2,3-dihydro-1H-pyrrolo[3,2-b]pyridine-1-carbonyl)phenyl)methanesulfonamide CN(S(=O)(=O)C)C1=C(C=CC=C1)C(=O)N1CCC2=NC(=CC=C21)S(=O)(=O)N2CCNCC2